BrCC(=O)OC(C)(C)C tertbutyl bromoacetate